henicosan-1-olol C(CCCCCCCCCCCCCCCCCCCC)(O)O